ClC1=C2CCCNC2=NC=C1 5-chloro-1,2,3,4-tetrahydro-1,8-naphthyridine